benzyl (2S)-4-(5-(2-(benzyloxy)-6-fluorophenyl)-3,4-dihydro-2H-pyrano[2,3-f]quinazolin-10-yl)-2-(cyanomethyl)piperazine-1-carboxylate C(C1=CC=CC=C1)OC1=C(C(=CC=C1)F)C1=C2C(=C3C(=NC=NC3=C1)N1C[C@@H](N(CC1)C(=O)OCC1=CC=CC=C1)CC#N)OCCC2